ClC1=C(C(=CC=C1)C1=NC2=C(N1)C=C(C(=C2)F)OC)C=2C(=CC(=CC2)C(NCC2=CC=C(C=C2)OC)=O)C(=O)O (S)-2'-chloro-6'-(5-fluoro-6-methoxy-1H-1,3-benzodiazol-2-yl)-4-{[(4-methoxyphenyl)methyl]carbamoyl}-[1,1'-biphenyl]-2-carboxylic acid